(R)-5-ethyl-9,10-difluoro-5-hydroxy-4,5-dihydrooxepino[3',4':6,7]indolizino[1,2-b]quinoline-3,15(1H,13H)-dione C(C)[C@]1(CC(OCC=2C(N3CC=4C(=NC=5C=C(C(=CC5C4)F)F)C3=CC21)=O)=O)O